benzyl 4-amino-2,5-dimethylbenzoate NC1=CC(=C(C(=O)OCC2=CC=CC=C2)C=C1C)C